FC(C=1C(=C(C=CC1)C(C)NC=1C2=C(N=C(N1)C)N=C(C(=C2)C(=O)N(C)C)N=CNO)F)F 4-(1-(3-(difluoromethyl)-2-fluorophenyl)ethylamino)-7-((hydroxyamino)methyleneamino)-N,N,2-trimethylpyrido[2,3-d]pyrimidine-6-carboxamide